OC=1C=C(C=CC1)CCCC1CCN(CC1)C(=O)OC(C)(C)C tert-butyl 4-[3-(3-hydroxyphenyl)propyl]piperidine-1-carboxylate